1,1-dimethyl-7-morpholino-1H-pyrano[4,3-c]pyridin-4(3H)-one CC1(OCC(C=2C=NC(=CC21)N2CCOCC2)=O)C